4-(5-acetamido-3-fluoro-2-methylphenyl)-2-(1,3-dioxoisoindolin-2-yl)butanoic acid C(C)(=O)NC=1C=C(C(=C(C1)CCC(C(=O)O)N1C(C2=CC=CC=C2C1=O)=O)C)F